N-Boc-3-aminoazetidine trans-tert-butyl-2-[5-[2-(tert-butylsulfamoyl)-4-(isopropoxycarbonylamino)phenyl]thiazol-2-yl]-5-(isopropoxycarbonylamino)piperidine-1-carboxylate C(C)(C)(C)OC(=O)N1[C@H](CC[C@@H](C1)NC(=O)OC(C)C)C=1SC(=CN1)C1=C(C=C(C=C1)NC(=O)OC(C)C)S(NC(C)(C)C)(=O)=O.C(=O)(OC(C)(C)C)N1CC(C1)N